pyrene-4,5,9,10-tetramine C1=CC=C2C(=C(C3=CC=CC4=C(C(=C1C2=C34)N)N)N)N